N-(4-cyclobutyl-5-(4-fluorophenyl)-1-methyl-1H-pyrazol-3-yl)-1-methylcyclopropane-1-carboxamide C1(CCC1)C=1C(=NN(C1C1=CC=C(C=C1)F)C)NC(=O)C1(CC1)C